4-(5-((cyclopentyloxy)methyl)-1-methyl-1H-1,2,3-triazol-4-yl)phenol C1(CCCC1)OCC1=C(N=NN1C)C1=CC=C(C=C1)O